COC1=CC2=C(C(OC2)=O)C=C1 5-methoxy-3H-2-benzofuran-1-one